OC1=CC=C(C=C1)C(CCOC)=O (4-hydroxyphenyl)-3-methoxypropan-1-one